CC1=C(CCNCC=2C=C(C=3N(C2)C=CN3)C=3C=C2CN(C(C2=CC3)=O)C3C(NC(CC3)=O)=O)C=CC=C1 3-(5-(6-(((2-methylphenethyl)amino)methyl)imidazo[1,2-a]pyridin-8-yl)-1-oxoisoindolin-2-yl)piperidine-2,6-dione